[3-[2-[(1-methyl-1H-pyrazol-4-yl)amino]-4-pyrimidinyl]-3,8-diazabicyclo[3.2.1]oct-8-yl]-methanone CN1N=CC(=C1)NC1=NC=CC(=N1)N1CC2CCC(C1)N2C=O